3-(2-cyano-ethyl)-5-methyl-4-(2,3-dichloro-phenyl)-2,6-dimethyl-1,4-dihydro-pyridine-3,5-dicarboxylic acid 3-(2-cyano-ethyl) ester C(#N)CCOC(=O)C1(C(NC(C(C1C1=C(C(=CC=C1)Cl)Cl)(C(=O)O)C)C)C)CCC#N